OCC1CC(C1)N1N=C2C=NC(=CC2=C1)NC(=O)C1=NC(=CC=C1)C(F)(F)F N-[2-[3-(hydroxymethyl)cyclobutyl]pyrazolo[3,4-c]pyridin-5-yl]-6-(trifluoromethyl)pyridine-2-carboxamide